O1COCC2=C1C=CC(=C2)C(N2CCC1(CC2)CCNCC1)C1=CC2=C(OCOC2)C=C1 3-(Bis(4H-benzo[d][1,3]dioxin-6-yl)methyl)-3,9-diazaspiro[5.5]undecane